4-(((1r,4r)-4-hydroxycyclohexyl)amino)-2-(propylamino)pyrimidine-5-carboxylic acid OC1CCC(CC1)NC1=NC(=NC=C1C(=O)O)NCCC